BrC=1C=C(C=C2C=NNC12)SCC(C)(C)C 7-bromo-5-(2,2-dimethylpropylsulfanyl)-1H-indazole